(5RS)-2-(2-Methylbenzyl)-5-(pyrrolidin-1-ylcarbonyl)-5,6,7,8-tetrahydro[1,2,4]triazolo[4,3-a]pyridine-3(2H)-on CC1=C(CN2N=C3N([C@H](CCC3)C(=O)N3CCCC3)C2=O)C=CC=C1 |r|